N-maleoyl-2-aminoethanesulfonic acid C1=CC(=O)N(C1=O)CCS(=O)(=O)O